N-(4-(1-(butylthiocarbamoyl)piperidin-4-yl)-1H-pyrrolo[2,3-b]pyridin-6-yl)cyclopropylcarboxamide C(CCC)NC(=S)N1CCC(CC1)C1=C2C(=NC(=C1)NC(=O)C1CC1)NC=C2